β-cyanoethoxyphosphine C(#N)CCOP